C(C)(=O)OC(COC1=CC=C(C=C1)C(C)(C)C1=CC(=C(C(=C1)Cl)OCC(CCl)O)Cl)CN1C=NC=C1 1-(4-(2-(3,5-dichloro-4-(3-chloro-2-hydroxypropoxy)phenyl)propan-2-yl)phenoxy)-3-(1H-imidazol-1-yl)propan-2-yl acetate